1-oxyl-2,2,6,6-tetramethyl-4-(2-methoxyethoxyacetoxy)piperidine ON1C(CC(CC1(C)C)OC(COCCOC)=O)(C)C